4-(1-propenoyl-3,3-dimethylindol-5-yl)-6-(1-methyl-1H-pyrazol-4-yl)pyrazolo[1,5-a]pyridine-3-carbonitrile C(C=C)(=O)N1CC(C2=CC(=CC=C12)C=1C=2N(C=C(C1)C=1C=NN(C1)C)N=CC2C#N)(C)C